CN(C1=CC=C(C=C1)C(=O)C1=CC=C(C=C1)N(C)C)C bis[4-(dimethylamino)phenyl]methanone